BrC=1C=C(C=CC1F)NC(=NO)C1=NON=C1NCCCS(N)(=O)=O N-(3-bromo-4-fluorophenyl)-N'-hydroxy-4-((3-sulfamoylpropyl)amino)-1,2,5-oxadiazole-3-carboxamidine